FC=1C2=C(C(=NC1N[C@H]1[C@H](COCC1)NC(OC(C)(C)C)=O)NC=1C=C(C=CC1)C)C(NC2)=O tert-Butyl (3R,4R)-4-(7-fluoro-3-oxo-4-(m-tolylamino)-2,3-dihydro-1H-pyrrolo[3,4-c]pyridin-6-ylamino)tetrahydro-2H-pyran-3-ylcarbamate